3,3',5,5'-Tetra-methylbenzidine CC=1C=C(C=C(C1N)C)C1=CC(=C(N)C(=C1)C)C